CCCCCCC(=O)CCCCCC/C=C/[C@@H]([C@H]([C@@H]([C@@](C)(C(=O)O)N)O)O)O 2S-amino-3R,4R,5S-trihydroxy-2-methyl-14-oxo-eicos-6E-enoic acid